The molecule is an amino acid amide formed by amidation of the carboxy function of biocytin: a fluorogenic reagent for specific C-terminal labelling of peptides and proteins by carboxypeptidase Y catalyzed transpeptidation reactions. It derives from a biocytin. C1[C@H]2[C@@H]([C@@H](S1)CCCCC(=O)NCCCC[C@@H](C(=O)N)N)NC(=O)N2